CC1=CCCC1 1-methyl-cyclopentene